CCCCC/C=C\\C=C\\CCCCCCCCC(=O)[O-] The molecule is a polyunsaturated fatty acid anion that is the conjugate base of (10E,12Z)-octadecadienoic acid, obtained by deprotonation of the carboxy group; major species at pH 7.3. It is a polyunsaturated fatty acid anion and a long-chain fatty acid anion. It is a conjugate base of a (10E,12Z)-octadecadienoic acid.